BrC1=CC(=C(C=C1C(F)(F)F)N1C[C@@H](N([C@@H](C1)C)C)C)[N+](=O)[O-] (2S,6R)-4-(4-bromo-2-nitro-5-(trifluoromethyl)phenyl)-1,2,6-trimethylpiperazine